tert-butyl 2-((6-chloro-3-(thiazol-2-yl)pyridazin-4-ylamino)methyl)morpholine-4-carboxylate ClC1=CC(=C(N=N1)C=1SC=CN1)NCC1CN(CCO1)C(=O)OC(C)(C)C